1,1,5,5-tetrakis(isocyanatomethyl)-2,4-dithiapentane N(=C=O)CC(SCSC(CN=C=O)CN=C=O)CN=C=O